CN1C(NC2=C1C=C(C=C2)N2CCC(CC2)N2CCC(CC2)NC(OC(C)(C)C)=O)=O Tert-butyl N-[1-[1-(3-methyl-2-oxo-1H-benzimidazol-5-yl)-4-piperidyl]-4-piperidyl]carbamate